Nickel dithiolene S1SC=CC1.[Ni]